(S)-5-methoxy-2-methyl-3,4-dihydro-2H-pyrrole COC=1CC[C@@H](N1)C